1,3,5-tris[3',5'-di-tert-butyl-4'-hydroxybenzyl]-s-triazine-2,4,6(1H,3H,5H)trione C(C)(C)(C)C=1C=C(CN2C(N(C(N(C2=O)CC2=CC(=C(C(=C2)C(C)(C)C)O)C(C)(C)C)=O)CC2=CC(=C(C(=C2)C(C)(C)C)O)C(C)(C)C)=O)C=C(C1O)C(C)(C)C